3,N-dimethyl-pyrrolidinium tetrafluoroborate F[B-](F)(F)F.CC1C[NH+](CC1)C